prop-1-en-2-yl-4-propyl-1',2',3',4'-tetrahydro-[1,1'-biphenyl]-3-sulfonamide C=C(C)C1=C(C=CC(=C1S(=O)(=O)N)CCC)C1CCCC=C1